Cl.CN1N=CC(=C1)N(S(=O)=O)N[C@H]1CN(CCC1)C N-(1-methyl-1H-pyrazol-4-yl)-N-[(3R)-1-methylpiperidin-3-yl]amino-sulfonamide hydrochloride